(4-methoxybenzyl)-1,2,4,5-tetrazin COC1=CC=C(CC=2N=NC=NN2)C=C1